N'-(7-fluorochroman-4-ylidene)-4-toluenesulfonyl-hydrazine FC1=CC=C2C(CCOC2=C1)=NNS(=O)(=O)C1=CC=C(C)C=C1